NC1=C(C=CC=C1)C(CC(CCCCCCC)=O)=O 1-(2-aminophenyl)decane-1,3-dione